[I-].FC(C=1C=C(C=CC1)[N+](C)(C)C)(F)F 3-(trifluoromethyl)-phenyltrimethylammonium iodide